C(C1=CC=CC=C1)OC1=CC=CC(=N1)N([C@@H](C)C(=O)OC)C methyl N-(6-(benzyloxy)pyridin-2-yl)-N-methyl-L-alaninate